1,2-Diarachidonoyl-sn-glycero-3-phosphate C(CCC\C=C/C\C=C/C\C=C/C\C=C/CCCCC)(=O)OC[C@@H](OC(CCC\C=C/C\C=C/C\C=C/C\C=C/CCCCC)=O)COP(=O)(O)O